The molecule is an iminium ion that is a dark bluish synthetic dye used as a food colouring agent It has a role as a dye and an allergen. CCN(CC)C1=CC=C(C=C1)C(=C2C=CC(=[N+](CC)CC)C=C2)C3=CC(=C(C=C3S(=O)(=O)O)S(=O)(=O)O)O